(E)-6-methoxy-4-(4-methoxystyryl)-N-phenylbenzofuran-2-carboxamide COC1=CC2=C(C=C(O2)C(=O)NC2=CC=CC=C2)C(=C1)\C=C\C1=CC=C(C=C1)OC